C(C1=CC=CC=C1)SC1=NN(N=C1C)C 4-(benzylthio)-2,5-dimethyl-2H-1,2,3-triazole